5-Chloro-2-fluoro-4-(6-((tetrahydrofuran-3-yl)methoxy)pyridin-3-yl)aniline ClC=1C(=CC(=C(N)C1)F)C=1C=NC(=CC1)OCC1COCC1